4-(3-(ethylsulfonyl)phenyl)-2-(2-fluorophenyl)phthalazin-1(2H)-one C(C)S(=O)(=O)C=1C=C(C=CC1)C1=NN(C(C2=CC=CC=C12)=O)C1=C(C=CC=C1)F